C1(CC1)C1=CC=C(C=N1)[C@H](C)N (S)-1-(6-cyclopropylpyridin-3-yl)ethane-1-amine